ClC=1C=C(C=CC1C)NC(CCC1=CC=C2C=C(C(=NC2=C1)C)C1C(NC(CC1)=O)=O)=O N-(3-Chloro-4-methylphenyl)-3-(3-(2,6-dioxopiperidin-3-yl)-2-methylquinolin-7-yl)propanamide